BrC1=CC=2NC(N(C(C2S1)=O)C=1C=NC=C(C1OCC(F)(F)F)C)=O 6-bromo-3-(5-methyl-4-(2,2,2-trifluoroethoxy)pyridin-3-yl)thieno[3,2-d]pyrimidine-2,4(1H,3H)-dione